C(CC)OC(=O)C1(CCC2(OCCO2)CC1)N n-Propyl-8-amino-1,4-dioxaspiro[4.5]decan-8-carboxylat